ClC1=C2C(=NC=C1)C(=CS2)C(=O)O 7-chlorothieno[3,2-b]pyridine-3-carboxylic acid